C(C1=CC=CC=C1)N[C@@H]1C[C@@H](OC[C@@H]1OCC)C(=O)N1[C@H](C2=CC=CC=C2CC1)C1=CC=C(C=C1)F ((2R,4R,5R)-4-(benzylamino)-5-ethoxytetrahydro-2H-pyran-2-yl)((S)-1-(4-fluorophenyl)-3,4-dihydroisoquinolin-2(1H)-yl)methanone